t-butyltrimethylcyclohexane C(C)(C)(C)C1(C(CCCC1)(C)C)C